2-iodo-9H-purin-6-amine IC1=NC(=C2N=CNC2=N1)N